ClC1=CC(=C2C=C(NC2=C1F)C1N(CCN(C1)C1=NC=C(C=C1OC)F)C=O)C1CCNCC1 2-(6-Chloro-7-fluoro-4-(piperidin-4-yl)-1H-indol-2-yl)(4-(5-fluoro-3-methoxypyridin-2-yl)piperazin-1-yl)methanone